C(C)(=O)OC\C=C\C1=CC=CC=C1 E-Cinnamyl acetate